N-[trans-(7RS,9RS)-3-cyclopropyl-5-(2-methyl-propylsulfamoyl)-9-[3-(2-oxopyrrolidin-1-yl)propanoylamino]-8,9-dihydro-7H-cyclopenta[h]isoquinolin-7-yl]pyridine-3-carboxamide C1(CC1)C=1N=CC2=C3C(=CC(=C2C1)S(NCC(C)C)(=O)=O)[C@@H](C[C@H]3NC(CCN3C(CCC3)=O)=O)NC(=O)C=3C=NC=CC3 |r|